N-{4-[7-(2,2-difluoroethyl)-5-methyl-4-oxo-3-phenyl-4,5-dihydro-1H-pyrrolo[3,2-c]pyridin-2-yl]pyridin-2-yl}-4,4-difluoro-2-(4-fluorophenyl)butanamide FC(CC=1C2=C(C(N(C1)C)=O)C(=C(N2)C2=CC(=NC=C2)NC(C(CC(F)F)C2=CC=C(C=C2)F)=O)C2=CC=CC=C2)F